2-(6-{2-[(oxazin-4-yl)amino]pyrimidin-4-yl}-1-oxo-2,3-dihydro-1H-isoindol-2-yl)acetamide O1NC=C(C=C1)NC1=NC=CC(=N1)C1=CC=C2CN(C(C2=C1)=O)CC(=O)N